C(C)(C)(C)OC(=O)N1[C@H]2CN(C[C@@H]1CC2)C2=NC(=NC1=C(C(=C(C=C21)Cl)Br)F)Cl (1R,5S)-3-(7-bromo-2,6-dichloro-8-fluoroquinazolin-4-yl)-3,8-diazabicyclo[3.2.1]octane-8-carboxylic acid tert-butyl ester